((2R,3S,4R,5S)-5-(4-aminopyrrolo[2,1-f][1,2,4]triazin-7-yl)-2-cyano-3,4-dihydroxytetrahydrofuran-2-yl)methyl ((R)-2-(4-cyano-3-fluorophenoxy)henicosyl) hydrogen phosphate P(=O)(OC[C@]1(O[C@H]([C@@H]([C@@H]1O)O)C1=CC=C2C(=NC=NN21)N)C#N)(OC[C@@H](CCCCCCCCCCCCCCCCCCC)OC2=CC(=C(C=C2)C#N)F)O